methyl 3'-hydroxyl-6-((4-(3-(pyridin-3-yl)ureido)phenyl)ethynyl)-[1,1'-biphenyl]-2-carboxylate OC=1C=C(C=CC1)C=1C(=CC=CC1C#CC1=CC=C(C=C1)NC(=O)NC=1C=NC=CC1)C(=O)OC